C(C)(C)OC(=O)C=1C(=NC=NC1)C1=C2C=CN(C2=CC=C1)C 4-(1-methyl-1H-indol-4-yl)pyrimidine-5-carboxylic acid isopropyl ester